4-benzyl-2-(diphenylphosphino)-N,N-dimethylnaphthalene-1-amine C(C1=CC=CC=C1)C1=CC(=C(C2=CC=CC=C12)N(C)C)P(C1=CC=CC=C1)C1=CC=CC=C1